bis{[(2-nitrobenzyl)oxy]carbonyl}toluenediamine [N+](=O)([O-])C1=C(COC(=O)C2=C(C(N)(N)C(=O)OCC3=C(C=CC=C3)[N+](=O)[O-])C=CC=C2)C=CC=C1